N-(4-(2,6-dimethylphenyl)-2-oxo-2H-pyrano[2,3-b]pyridin-7-yl)-N-methylglycine CC1=C(C(=CC=C1)C)C1=CC(OC2=NC(=CC=C21)N(CC(=O)O)C)=O